6-(4-methoxypyrrolo[2,1-f][1,2,4]triazin-5-yl)-2-methyl-1-(tetrahydro-2H-pyran-4-yl)-1H-imidazo[4,5-b]pyridine COC1=NC=NN2C1=C(C=C2)C=2C=C1C(=NC2)N=C(N1C1CCOCC1)C